(S)-3-(6-chloropyridin-3-yl)-3-hydroxy-N-(1-(3-(2,2,2-trifluoroethoxy)phenyl)cyclopropyl)butanamide ClC1=CC=C(C=N1)[C@@](CC(=O)NC1(CC1)C1=CC(=CC=C1)OCC(F)(F)F)(C)O